N-(3-(4,4-difluorocyclohexyl)-1-methyl-1H-indazol-5-yl)-4-(ethylsulfanyl)-2-(6-azaspiro[2.5]oct-6-yl)benzamide FC1(CCC(CC1)C1=NN(C2=CC=C(C=C12)NC(C1=C(C=C(C=C1)SCC)N1CCC2(CC2)CC1)=O)C)F